C(C)(C)(C)OC[C@@H]1NC(N(C1)C1=NC=C(C=C1)OCC1=C(C=CC=C1Cl)Cl)=O (4R)-4-(tert-butoxymethyl)-1-{5-[(2,6-dichlorophenyl)methoxy]pyridin-2-yl}imidazolin-2-one